C(C)OC(=O)C1=NN(C=C1C=O)C(F)F 1-(Difluoromethyl)-4-formyl-pyrazole-3-carboxylic acid ethyl ester